C1(=CC=CC=C1)C1=NNC2=C1C=NC=1C=CC=CC21 phenyl-pyrazolo[4,3-c]quinoline